2-(4-fluorophenyl)-5-hydroxy-8-((3S,4S)-3-hydroxy-1-methylpiperidin-4-yl)-7-methoxy-4H-chromen-4-one FC1=CC=C(C=C1)C=1OC2=C(C(=CC(=C2C(C1)=O)O)OC)[C@H]1[C@@H](CN(CC1)C)O